FC([C@@H]1[C@H](C1)NC(C1=C(C=C(C=C1OC)C1=CN=C2N1C=CC(=C2)C=2C=NN(C2)C)OC)=O)F N-[(1S,2S)-2-(difluoromethyl)cyclopropyl]-2,6-dimethoxy-4-[7-(1-methylpyrazol-4-yl)imidazo[1,2-a]pyridin-3-yl]benzamide